CC=1N=C(C2=C(N1)OC=C2C(=O)N2CC=1N=CN=C(C1CC2)N2CCOCC2)NC2(CC2)C methyl-N-(1-methylcyclopropyl)-5-[4-(morpholin-4-yl)-5H,6H,7H,8H-pyrido[3,4-d]pyrimidine-7-carbonyl]furo[2,3-d]pyrimidin-4-amine